FC=1C=C2C(=C(NC2=C(C1)F)C1=CC=C(C=C1)F)CCCC(=O)OC methyl 4-[5,7-difluoro-2-(4-fluorophenyl)-1H-indol-3-yl]butanoate